COC[C@H](C)OC1=CC=C(C=C1)C=1N=C(SC1)NC([C@H](CC(C)C)S(=O)(=O)C1=CC=C(C=C1)C)=O (S)-N-(4-(4-((S)-1-methoxyprop-2-yloxy)phenyl)thiazol-2-yl)-4-methyl-2-(4-methylphenylsulfonyl)pentanamide